OC1=C(C=C(C=C1)OC(F)(F)F)B(O)O 2-HYDROXY-5-(TRIFLUOROMETHOXY)PHENYLBORONIC ACID